C(C1=CC=CC=C1)OC1=NC(=CC=C1N1C(C2=CC=C(C=C2C1)C(=O)NC1CC2(C1)CC(C2)C2=CC=C(C=C2)C(F)(F)F)=O)OCC2=CC=CC=C2 2-(2,6-bis(benzyloxy)pyridin-3-yl)-1-oxo-N-(6-(4-(trifluoromethyl)phenyl)spiro[3.3]heptan-2-yl)isoindoline-5-carboxamide